(4-bromophenyl)-3-methyl-4-(((tetrahydro-2H-pyran-2-yl)oxy)methyl)isoxazole BrC1=CC=C(C=C1)C1=C(C(=NO1)C)COC1OCCCC1